(E)-3-(4-Ethoxyphenyl)-1-(2-hydroxyphenyl)prop-2-en-1-one C(C)OC1=CC=C(C=C1)/C=C/C(=O)C1=C(C=CC=C1)O